BrC1CCOCC1 4-bromooxane